FC=1C=C(OCCCC2CC23CCN(CC3)C(=O)OC(C)C)C=C(C1CC(N1CC(C1)CNC[C@@H]([C@H]([C@@H]([C@@H](CO)O)O)O)O)=O)F isopropyl 2-[3-[3,5-difluoro-4-[2-oxo-2-[3-[[[(2S,3R,4R,5R)-2,3,4,5,6-pentahydroxyhexyl]amino]methyl] azetidin-1-yl]ethyl]phenoxy]propyl]-6-azaspiro[2.5]octane-6-carboxylate